NC1=CC=C(C=C1)C=1C(CC(N(N1)C1=CC=C(C=C1)OC)=O)C 6-(4-aminophenyl)-2-(4-methoxyphenyl)-5-methyl-4,5-dihydropyridazin-3(2H)-one